benzyl-DL-homocysteine C(C1=CC=CC=C1)N[C@@H](CCS)C(=O)O |r|